6-(1-methyl-1H-pyrazol-4-yl)pyridazine-3-carboxylic acid CN1N=CC(=C1)C1=CC=C(N=N1)C(=O)O